C(C)(=O)C=1C=C2C(=CC=NC2=CC1)NC=1C=CC(=NC1)C(=O)NC1=CC=C(C=C1)NC1=CC=NC=C1 5-(6-acetylquinolin-4-ylamino)-N-(4-(pyridin-4-ylamino)phenyl)picolinamide